C(C)(C)(C)OC(=O)N1CCN(CC1)C1CCN(CC1)C[C@]1(CC(=C(CC1)C1=CC=C(C=C1)Cl)CN1CCN(CC1)C1=CC=C(C(=O)O)C=C1)C (R)-4-(4-((4-((4-(4-(tert-butoxycarbonyl)piperazin-1-yl)piperidin-1-yl)methyl)-4'-chloro-4-methyl-3,4,5,6-tetrahydro-[1,1'-biphenyl]-2-yl)methyl)piperazin-1-yl)benzoic acid